ClC=1C=C(C#N)C=C(N1)N1N=C(C=C1)C 2-chloro-6-(3-methyl-1H-pyrazol-1-yl)isonicotinonitrile